ClC1=C(C=C(C#N)C=C1)C=1NC2=CC(=C(C(=C2C(C1)=O)F)C=1C=NC(=NC1)C(F)(F)F)F 4-chloro-3-(5,7-difluoro-4-oxo-6-(2-(trifluoromethyl)pyrimidin-5-yl)-1,4-dihydroquinolin-2-yl)benzonitrile